FC1=CC=C(C=C1)C(N1C(CN(CC1)C1=C(C(N(C2=CC=C(N=C12)Br)C)=O)C#N)C(=O)NC1CC1)C1=CC=C(C=C1)F 1-(Bis(4-fluorophenyl)methyl)-4-(6-bromo-3-cyano-1-methyl-2-oxo-1,2-dihydro-1,5-naphthyridin-4-yl)-N-cyclopropylpiperazine-2-carboxamide